FC(CC)(F)C=1C=C(C=CC1)NC(=O)C=1[N+](=C(NC1C)C=1C=C(C(=CC1)OC)C1=C(C=C(C=C1C)\C=C\C)C)[O-] (E)-4-((3-(1,1-difluoropropyl)phenyl)carbamoyl)-2-(6-methoxy-2',6'-dimethyl-4'-(prop-1-en-1-yl)-[1,1'-biphenyl]-3-yl)-5-methyl-1H-imidazole 3-oxide